(S)-2-((1-((1,1-bis(3,4-dimethoxyphenyl)prop-1-en-2-yl)amino)-1-oxopropan-2-yl)carbamoyl)-4-methoxypyridin-3-yl isobutyrate C(C(C)C)(=O)OC=1C(=NC=CC1OC)C(N[C@H](C(=O)NC(=C(C1=CC(=C(C=C1)OC)OC)C1=CC(=C(C=C1)OC)OC)C)C)=O